4-amino-[1,1'-biphenyl]-4-carbonitrile NC1(CC=C(C=C1)C1=CC=CC=C1)C#N